N1C(C2(C=3C1=NC=CC3)CCC(CC2)=O)=O spiro[cyclohexane-1,3'-pyrrolo[2,3-b]pyridine]-2',4(1'h)-dione